FC1=CC=C(C=C1)NC1CCC2(OCCO2)CC1 N-(4-fluorophenyl)-1,4-dioxaspiro[4.5]decan-8-amine